NC1=C2N=CN(C2=NC=N1)C[C@@H](C)OCP(OCCSCCCCCCCCCCCC#CC1=C(C=C(C=C1F)F)F)(O)=O 2-((13-(2,4,6-trifluorophenyl)tridec-12-yn-1-yl)thio)ethyl hydrogen ((((R)-1-(6-amino-9H-purin-9-yl)propan-2-yl)oxy)methyl)phosphonate